CN1C(=NC2=C1C=C(C(=C2)C2=CC=CN1C(=CC=C21)C(=O)C2=CC(=C(C(=C2)F)NC(\C=C\CNC2(CC2)C)=O)F)C(F)(F)F)C (E)-N-(4-(8-(1,2-dimethyl-6-(trifluoromethyl)-1H-benzo[d]imidazol-5-yl)indolizine-3-carbonyl)-2,6-difluorophenyl)-4-((1-methylcyclopropyl)amino)but-2-enamide